CC1=NN(C=C1)C1=CC=C(C(=O)N)C=C1 4-(3-methyl-1H-pyrazol-1-yl)benzamide